1-(4-(2-(3,5-dichloro-4-(3-chloro-2-hydroxypropoxy)phenyl)propan-2-yl)phenoxy)-3-morpholinopropan-2-yl acetate C(C)(=O)OC(COC1=CC=C(C=C1)C(C)(C)C1=CC(=C(C(=C1)Cl)OCC(CCl)O)Cl)CN1CCOCC1